ClC1=C(C=C(C=C1F)C=1N=NNC1)F 4-(4-chloro-3,5-difluorophenyl)-1H-1,2,3-triazol